[Se](=O)(=O)(OC([2H])[2H])O[Se](=O)(=O)[O-] dideuteromethyl diselenate